C(C)OC=1C(=NC=CC1)OC=1C=CC=NC1 5-[(3-ethoxypyridin-2-yl)oxy]pyridin